1-hexadecyl-glycero-3-phospho-(1'-sn-glycerol) CCCCCCCCCCCCCCCCOC[C@H](COP(=O)(O)OC[C@H](CO)O)O